N-(1'-(2-(1,1-difluoroethyl)-6-(tetrahydrofuran-2-yl)pyrimidin-4-yl)-1',2'-dihydrospiro[cyclopropane-1,3'-pyrrolo[3,2-c]pyridin]-6'-yl)acetamide FC(C)(F)C1=NC(=CC(=N1)N1CC2(C=3C=NC(=CC31)NC(C)=O)CC2)C2OCCC2